N-(4-chloro-3-fluorophenyl)-N-{4-[2-(2-chloro-3-fluorophenyl)acetamido]pyridin-2-yl}acetamide ClC1=C(C=C(C=C1)N(C(C)=O)C1=NC=CC(=C1)NC(CC1=C(C(=CC=C1)F)Cl)=O)F